6-((1-(tert-butyl)-4-carbamoyl-3-(4-nitrophenyl)-1H-pyrazol-5-yl)amino)picolinamide C(C)(C)(C)N1N=C(C(=C1NC1=CC=CC(=N1)C(=O)N)C(N)=O)C1=CC=C(C=C1)[N+](=O)[O-]